Cl.Cl.N[C@H](CC1=C(C2=C(N=C(N=C2NCC=2C=NC=CC2)Cl)N1C)F)C 6-[(2S)-2-aminopropyl]-2-chloro-5-fluoro-7-methyl-N-[(pyridin-3-yl)methyl]-7H-pyrrolo[2,3-d]pyrimidin-4-amine dihydrochloride